CN(C1=CC2=C(C=C(O2)C(=O)NS(=O)(=O)C2=C(OCCNC(OC(C)(C)C)=O)C=CC=C2)C=C1)C tert-butyl [2-(2-{[6-(dimethylamino)-1-benzofuran-2-carbonyl]sulfamoyl}phenoxy)ethyl]carbamate